3-[1-(2,6-dioxo-3-piperidinyl)-3-methyl-2-oxo-benzimidazol-5-yl]pyrrolidine-1-carboxylic acid tert-butyl ester C(C)(C)(C)OC(=O)N1CC(CC1)C1=CC2=C(N(C(N2C)=O)C2C(NC(CC2)=O)=O)C=C1